COC(=O)C1CCN(CC1)C1=C(C=NC=C1[N+](=O)[O-])F 1-(3-fluoro-5-nitropyridin-4-yl)piperidine-4-carboxylic acid methyl ester